BrC=1C=C(OC=2C=CC(=C3C(CC(C23)NC(OC(C)(C)C)=O)=O)S(=O)(=O)C(F)(F)F)C=C(C1)F tert-butyl (7-(3-bromo-5-fluorophenoxy)-3-oxo-4-((trifluoromethyl)sulfonyl)-2,3-dihydro-1H-inden-1-yl)carbamate